OC(C(C)=O)O di-hydroxy-acetone